N-(Cyclopropylmethyl)-6-{3-[1-(propan-2-yl)piperidin-4-yl]-3,6-diazabicyclo[3.2.1]octan-6-yl}pyridine-2-carboxamide C1(CC1)CNC(=O)C1=NC(=CC=C1)N1C2CN(CC(C1)C2)C2CCN(CC2)C(C)C